BrC(CC1=CC=CC=2C3=CC=C(C=C3C(C12)(Br)Br)Br)CCCC 2,7-dibromo-9,9-dibromohexyl-fluorene